Hexacosa-19,22-dienoic acid C(CCCCCCCCCCCCCCCCCC=CCC=CCCC)(=O)O